C(C)(C)[C@@H]1CC=2C=C(C(=NC2C=2N1C=C(C(C2)=O)C=2NN=CN2)OC)OCCCOC (6S)-6-isopropyl-2-methoxy-3-(3-methoxypropoxy)-9-(2H-1,2,4-triazol-3-yl)-5H,6H-pyrido[1,2-H]1,7-naphthyridin-10-one